OCC[NH+](CCO)[O-] N,N-bis(2-hydroxy-ethyl)amine oxide